C(C1=CC=CC=C1)OC1=C(NC=CC1=O)C(=O)O 3-benzyloxy-4-oxo-1,4-dihydropyridine-2-carboxylic acid